2-{6-[(2-Azaspiro[3.3]heptan-6-yl)(methyl)amino][1,3]thiazolo[4,5-c]pyridazin-3-yl}-5-(1H-pyrazol-4-yl)phenol-Dihydrochlorid Cl.Cl.C1NCC12CC(C2)N(C=2SC1=C(N=NC(=C1)C1=C(C=C(C=C1)C=1C=NNC1)O)N2)C